O1CCN(CC1)S(=O)(=O)C1=C(C#N)C=CC(=C1)C1=NN=C(N1)C1=CC=CC=C1 (morpholinosulfonyl)-4-(5-phenyl-4H-1,2,4-triazol-3-yl)benzonitrile